COC=1C=C(OC2=CC=C(C=C2)N2N=C3C(NCC[C@@H]3N3CCN(CC3)S(=O)(=O)C3=C(C=CC=C3)[N+](=O)[O-])=C2C(=O)OCC)C=CC1 ethyl (7S)-2-[4-(3-methoxyphenoxy)phenyl]-7-[4-(2-nitrobenzene-1-sulfonyl)piperazin-1-yl]-4,5,6,7-tetrahydro-2H-pyrazolo[4,3-b]pyridine-3-carboxylate